FC=1C=CC(=NC1C)S(=O)(=O)N(C(OC(C)(C)C)=O)C1=NSC=C1 tert-butyl ((5-fluoro-6-methylpyridin-2-yl)sulfonyl)(isothiazol-3-yl)carbamate